tert-Butyl 2-((((9H-fluoren-9-yl)methoxy) carbonyl)amino)-3-(4-methoxy-3-(methylcarbamoyl)phenyl)propanoate C1=CC=CC=2C3=CC=CC=C3C(C12)COC(=O)NC(C(=O)OC(C)(C)C)CC1=CC(=C(C=C1)OC)C(NC)=O